CN1C[C@@H]2[C@H](C1)CN(C2)CC2=C(C=C(N)C=C2)C(F)(F)F 4-(((3aR,6aS)-5-methylhexahydropyrrolo[3,4-c]pyrrol-2(1H)-yl)methyl)-3-(trifluoromethyl)aniline